C(#C)[Si](C=1SC=CC1)(C=1SC=CC1)C=1SC=CC1 ethynyltris(2-thienyl)silane